N2-(2-methoxy-4-((4-morpholino-piperidin-1-yl)sulfonyl)phenyl)-N4-propyl-7H-pyrrolo[2,3-d]pyrimidine-2,4-diamine 2,2,2-trifluoroacetate FC(C(=O)O)(F)F.COC1=C(C=CC(=C1)S(=O)(=O)N1CCC(CC1)N1CCOCC1)NC=1N=C(C2=C(N1)NC=C2)NCCC